FC1=C(C=C(C=C1)NC(C=C)=O)NC1=NC(=NC=C1C1=CC=C(C=C1)C(C(F)(F)F)(F)F)NC=1C=NN(C1)C N-(4-fluoro-3-((2-((1-methyl-1H-pyrazol-4-yl)amino)-5-(4-(perfluoroethyl)phenyl)pyrimidin-4-yl)amino)phenyl)acrylamide